FC1(CCN(CC1)C1=NC(=CC(=N1)NC(C1=C(C=C(C=C1)NS(=O)(=O)CCO)N1CC2CCC2(CC1)F)=O)C)F Racemic-N-(2-(4,4-difluoropiperidin-1-yl)-6-methylpyrimidin-4-yl)-2-(6-fluoro-3-azabicyclo[4.2.0]octan-3-yl)-4-((2-hydroxyethyl)sulfonamido)benzamide